C(CC)O[Ge] propoxygermanium